IC=1CC=C2[C@H](C([C@@H]3N(C=4C=CC=CC4C3)S2(=O)=O)(C)C)C1 (11aR,12aS)-2-iodo-12,12-dimethyl-11,11a,12,12a-tetrahydro-3H-benzo[5,6][1,2]thiazino[2,3-a]indole 5,5-dioxide